FC=1C=CC2=C(NC(=N2)C=2C=CC(=C(NC3=CC=C(C=C3)C3=NC=CN=C3)C2)N2CCN(CC2)C)C1 5-(6-fluoro-1H-benzo[d]imidazol-2-yl)-2-(4-methylpiperazin-1-yl)-N-(4-pyrazin-2-ylphenyl)aniline